2-(2-(3-aminopyrrolidin-1-yl)-6-methylpyrimidin-4-yl)-4-(imidazo[1,2-a]pyrazin-3-yl)-2,3-dihydro-1H-pyrrolo[3,4-c]pyridin-1-one NC1CN(CC1)C1=NC(=CC(=N1)N1CC=2C(=NC=CC2C1=O)C1=CN=C2N1C=CN=C2)C